3-fluoro-4-(((methylsulfonyl)oxy)methyl)piperidine-1-carboxylic acid tert-butyl ester C(C)(C)(C)OC(=O)N1CC(C(CC1)COS(=O)(=O)C)F